N-ethyl-1-hydroxy-1,3-dihydrobenzo[c][1,2]oxaborole-6-carboxamide C(C)NC(=O)C=1C=CC2=C(B(OC2)O)C1